3-(1-methyl-5-(trifluoromethyl)-1,2,5,6-tetrahydropyridin-3-yl)-1H-pyrrolo[2,3-b]pyridine CN1CC(=CC(C1)C(F)(F)F)C1=CNC2=NC=CC=C21